BrC1=CC(=NC=C1)C(C(=O)N)N1C2CN(C(C1)C2)C (4-bromopyridin-2-yl)-2-{5-methyl-2,5-diazabicyclo[2.2.1]heptan-2-yl}acetamide